[Na+].OC1=C(C(=CC=2C(C3=CC=CC=C3C(C12)=O)=O)S(=O)(=O)[O-])O 1,2-Dihydroxyanthraquinone-3-sulfonic acid sodium salt